8-bromo-2-(6,6-difluoro-3-azabicyclo[3.1.0]hexan-3-yl)-3,6-dimethylquinazolin-4(3H)-one BrC=1C=C(C=C2C(N(C(=NC12)N1CC2C(C2C1)(F)F)C)=O)C